3,6-dihydroxynaphthalene-2,7-disulfonic acid sodium [Na].OC=1C(=CC2=CC(=C(C=C2C1)O)S(=O)(=O)O)S(=O)(=O)O